dichloro(methylphenyl)phenylethane Ethyl-2-fluoro-3-(2-formyl-4-methyl-1-(((S)-oxetan-2-yl)methyl)-1H-imidazol-5-yl)propanoate C(C)OC(C(CC1=C(N=C(N1C[C@H]1OCC1)C=O)C)F)=O.ClCC(C1=CC=CC=C1)(C1=C(C=CC=C1)C)Cl